N-(2-Aminophenyl)sulfonyl-6-tert-butyl-2-(2,4,6-trimethylphenoxy)pyridin-3-carboxamid NC1=C(C=CC=C1)S(=O)(=O)NC(=O)C=1C(=NC(=CC1)C(C)(C)C)OC1=C(C=C(C=C1C)C)C